trans,trans-farnesyl bromide CC(=CCC/C(=C/CC/C(=C/CBr)/C)/C)C